C(C)N1C(=NC2=C(C1=O)N=CC=C2)C(CCC)N2CCN(CCC2)C 3-ethyl-2-(1-(4-methyl-1,4-diazepan-1-yl)butyl)pyrido[3,2-d]pyrimidin-4(3H)-one